C(C)(C)C1=C(NC2=CC=C(C=C12)C1CC2C(CN(C2)C2COC2)C1)C=1C=C(C=2N(C1)N=CN2)OC 6-(3-isopropyl-5-(2-(oxetan-3-yl)octahydrocyclopenta[c]pyrrol-5-yl)-1H-indol-2-yl)-8-methoxy-[1,2,4]triazolo[1,5-a]pyridine